C(CC)OCCC dinormal propyl ether